3-[5-(methylcarbamoyl)-3-pyridinyl]isoxazolidine-2-carboxylic acid tert-butyl ester C(C)(C)(C)OC(=O)N1OCCC1C=1C=NC=C(C1)C(NC)=O